N-(benzyloxy)-2-nitrobenzene-1-sulfonamide C(C1=CC=CC=C1)ONS(=O)(=O)C1=C(C=CC=C1)[N+](=O)[O-]